(S)-N-(2-(1-cyclopropyl-2-hydroxy-2-methylpropyl)-3-oxoisoindolin-4-yl)-2-methoxy-3,5-dimethylisonicotinamide C1(CC1)[C@@H](C(C)(C)O)N1CC2=CC=CC(=C2C1=O)NC(C1=C(C(=NC=C1C)OC)C)=O